dimethyl 2,2'-bipyridine-5,5'-dicarboxylate N1=C(C=CC(=C1)C(=O)OC)C1=NC=C(C=C1)C(=O)OC